trimethylolbutane CCCC(CO)(CO)CO